CN1N=CC(=C1NC(O[C@H](C)C1=CC(=CC=C1)F)=O)C1=NC(=C(C=C1)NS(=O)(=O)C)C (R)-1-(3-fluorophenyl)ethyl (1-methyl-4-(6-methyl-5-(methylsulfonamido)pyridin-2-yl)-1H-pyrazol-5-yl)carbamate